tert-butyl N-[(3R)-5-[(4-chlorophenyl)methyl]-8-fluoro-7-[5-(4-methyl-3-pyridyl)-1,2,4-oxadiazol-3-yl]-1,1,4-trioxo-2,3-dihydro-1λ6,5-benzothiazepin-3-yl]carbamate ClC1=CC=C(C=C1)CN1C([C@H](CS(C2=C1C=C(C(=C2)F)C2=NOC(=N2)C=2C=NC=CC2C)(=O)=O)NC(OC(C)(C)C)=O)=O